3'-deoxy-adenosin [C@@H]1([C@H](O)C[C@@H](CO)O1)N1C=NC=2C(N)=NC=NC12